CC=1C(=NC(=NC1)NC1=C(C=C(C=C1)C(NC1CCN(CC1)C)=O)OC)NC1=CC(=CC=C1)NS(=O)(=O)C(C)(C)C 5-Methyl-N4-([3-(1,1-dimethylethylsulfonamido)]phenyl)-N2-[4-(1-methylpiperidin-4-ylcarbamoyl)-2-methoxyphenyl]pyrimidine-2,4-diamine